N,N'-1,4-butanediylbis[1,3-dihydro-1,3-dioxo-5-Isobenzofurancarboxamide] C(CCCNC(=O)C=1C=C2C(OC(C2=CC1)=O)=O)NC(=O)C=1C=C2C(OC(C2=CC1)=O)=O